The molecule is a hydroxy fatty acid ascaroside anion that is the conjugate base of oscr#36, obtained by deprotonation of the carboxy group; major species at pH 7.3. It is a conjugate base of an oscr#36. C[C@H]1[C@@H](C[C@H]([C@@H](O1)OCCCCCCCCCCCCCCCCCCCC(=O)[O-])O)O